N[C@@H]1CC[C@H](CC1)NC=1C=2N(N=CC1C(=NC1=C(C=CC(=C1)F)Cl)N)C=C(C2)C2=C(C=C(C(=C2)F)O)CC 4-[(trans-4-aminocyclohexyl)amino]-N'-(2-chloro-5-fluoro-phenyl)-6-(2-ethyl-5-fluoro-4-hydroxy-phenyl)pyrrolo[1,2-b]pyridazine-3-carboxamidine